cis-N1-(5-(3-ethylimidazo[1,2-a]pyrimidin-6-yl)pyrrolo[2,1-f][1,2,4]triazin-2-yl)cyclohexane-1,4-diamine C(C)C1=CN=C2N1C=C(C=N2)C=2C=CN1N=C(N=CC12)N[C@@H]1CC[C@@H](CC1)N